2-[5-(Piperazin-1-yl)[1,3]thiazolo[5,4-d][1,3]thiazol-2-yl]-5-(1H-pyrazol-4-yl)phenol Hydrochlorid Cl.N1(CCNCC1)C=1SC2=C(N1)SC(=N2)C2=C(C=C(C=C2)C=2C=NNC2)O